C(#N)C1=CC(=C(COC2=CC=CC(=N2)C2CCN(CC2)C2CCN3C2=NC2=C3C=C(C=C2)C(=O)OC)C=C1)F methyl 3-(4-(6-((4-cyano-2-fluorobenzyl) oxy) pyridin-2-yl) piperidin-1-yl)-2,3-dihydro-1H-benzo[d]pyrrolo[1,2-a]imidazole-7-carboxylate